O=C1N(CCC(N1)=O)C1=C(C=C(C=C1)C1CC2(CN(C2)C(CC)C2=CC(=C(C=C2)C=2C(=NC(=NC2)C2=NOC(=C2)C(=O)OC(C)(C)C)C)F)C1)F tert-butyl 3-(5-(4-(1-(6-(4-(2,4-dioxotetrahydropyrimidin-1(2H)-yl)-3-fluorophenyl)-2-azaspiro[3.3]heptan-2-yl)propyl)-2-fluorophenyl)-4-methylpyrimidin-2-yl)isoxazole-5-carboxylate